CC1=CC=CC(=N1)C=1C(=C2N(N1)CCC2)C2=CC=NC1=CC=C(C=C21)C(=O)N 4-(5,6-dihydro-2-(6-methyl-2-pyridinyl)-4H-pyrrolo(1,2-b)pyrazol-3-yl)-6-quinolinecarboxamide